FC1=C(C=CC(=C1)F)C(N1C[C@@H](N(C[C@H]1C)C1=CC(N(C=2C=CC(=NC12)C#N)C)=O)C)C1=CC=CC=C1 8-[(2S,5R)-4-[(2,4-difluorophenyl)(phenyl)methyl]-2,5-dimethylpiperazin-1-yl]-5-methyl-6-oxo-5,6-dihydro-1,5-naphthyridine-2-carbonitrile